FC(C(=O)O)(F)F.C(C)C=1C(=CC(=C(N)C1)OC)N1CCC(CC1)CN1CCNCC1 5-ethyl-2-methoxy-4-(4-(piperazin-1-ylmethyl)piperidin-1-yl)aniline trifluoroacetate